[N+](=O)([O-])C1=CC(=C(C(=O)O)C=C1)N1C[C@@H]2CC[C@H](C1)C21CC1 4-nitro-2-((1R,5S)-3-azaspiro[bicyclo[3.2.1]octane-8,1'-cyclopropan]-3-yl)benzoic acid